C(C)C1=NN(C(C2=CC=3C=CSC3N12)=O)CC(=O)N[C@H]1CN(CCC1)C 2-(12-ethyl-9-oxo-3-thia-1,10,11-triazatricyclo[6.4.0.02,6]dodeca-2(6),4,7,11-tetraen-10-yl)-N-[(3R)-1-methyl-3-piperidyl]acetamide